C(#C)C=1C(=CC(=C(C1)NC=1N=C(C2=C(N1)NC=C2)NC=2C(=C1N=CC=NC1=CC2)P(C)(C)=O)OC)N2CCN(CC2)C (6-((2-((5-ethynyl-2-methoxy-4-(4-methylpiperazin-1-yl)phenyl)amino)-7H-pyrrolo[2,3-d]pyrimidine-4-yl)amino)quinoxalin-5-yl)dimethylphosphine oxide